(R,E)-2-methyl-N-((2-propyl-2H-pyrazolo[3,4-c]pyridin-5-yl)methylene)propane-2-sulfinamide CC(C)(C)[S@@](=O)/N=C/C1=CC=2C(C=N1)=NN(C2)CCC